CCN(CC)CCSP(=O)(C)OCC(C)C The molecule is a organic thiophosphate that is the isobutyl ester of S-[2-(diethylamino)ethyl] O hydrogen methylphosphonothioate. A toxic nerve agent developed by the former Soviet Union. It has a role as a neurotoxin and an EC 3.1.1.7 (acetylcholinesterase) inhibitor. It is an organic thiophosphate and a tertiary amino compound.